CN(C=1N(C=C[N+]1C)C)C 2-dimethylamino-1,3-dimethylimidazolium